3-Bromo-8-(5-difluoromethyl-[1,2,3]triazol-1-yl)-imidazo[1,2-a]pyridine-6-carboxylic acid [(S)-1-(4H-[1,2,4]triazol-3-yl)-ethyl]-amide N=1N=C(NC1)[C@H](C)NC(=O)C=1C=C(C=2N(C1)C(=CN2)Br)N2N=NC=C2C(F)F